FC(S(=O)(=O)OC=1C=C2C[C@H](N([C@@H](C2=CC1)C1=C(C=C(C=C1F)\C=C\1/CN(CC1)CCCF)F)CC(C)(F)F)C)(F)F (1S,3R)-1-(2,6-difluoro-4-((Z)-(1-(3-fluoropropyl)pyrrolidin-3-ylidene)methyl)phenyl)-2-(2,2-difluoropropyl)-3-methyl-1,2,3,4-tetrahydroisoquinolin-6-yl trifluoromethanesulfonate